C(CC(C)C)(=O)OCCC(C)C iso-pentyl isovalerate